CC1N([C@@H](CC[C@@H]1C(=O)OC1(CCC(CC1)C1OCC(CO1)CCC)C1=CC(=C(C=C1)C1=CC(=C(C(=C1)F)OC(F)(F)F)F)F)C)C 1-[4-[3,5-difluoro-4-(trifluoromethoxy)phenyl]-3-fluoro-phenyl]-4-(5-propyl-1,3-dioxan-2-yl)cyclohexanol Methyl-(3S,6R)-methyl-6-methylpiperidine-3-carboxylate